CN1C(C=2C(C1=O)=C(C(=C(C2Cl)Cl)Cl)Cl)=O N-methyl-tetrachlorophthalimide